Bis[4-(tert-butyl)phenyl]iodonium Tetra(pentafluorophenyl)gallate FC1=C(C(=C(C(=C1OC=1C(=C(C(=C(C(=O)[O-])C1)C1=C(C(=C(C(=C1F)F)F)F)F)OC1=C(C(=C(C(=C1F)F)F)F)F)OC1=C(C(=C(C(=C1F)F)F)F)F)F)F)F)F.C(C)(C)(C)C1=CC=C(C=C1)[I+]C1=CC=C(C=C1)C(C)(C)C